2,3,4,5-tetrafluoro-6-(fluoromethyl)benzenesulfonyl chloride FC1=C(C(=C(C(=C1F)F)F)CF)S(=O)(=O)Cl